N(C1=CC=CC=C1)C1=NC(=NC=C1C)NC=1C=C(C(=C(C(=O)OC)C1)Br)C(F)(F)F methyl 5-[(4-anilino-5-methyl-pyrimidin-2-yl)amino]-2-bromo-3-(trifluoromethyl)benzoate